(3R)-3-amino-5-[(4-chlorophenyl)methyl]-7-[5-(2-oxa-5-azabicyclo[4.1.0]heptan-5-yl)-1,3,4-oxadiazol-2-yl]-1,1-dioxo-2,3-dihydro-1lambda6,5-benzothiazepin-4-one N[C@H]1CS(C2=C(N(C1=O)CC1=CC=C(C=C1)Cl)C=C(C=C2)C=2OC(=NN2)N2CCOC1CC21)(=O)=O